C(C=C)S[C@H]1[C@@H](CC1)CO ((1S,2R)-2-(ALLYLTHIO)CYCLOBUTYL)METHANOL